(S)-2-(3-(3-fluoro-5-methoxyphenyl)-5-(3-(trifluoromethyl)phenylsulfonyl)-6a,7,9,10-tetrahydro-5H-pyrazino[1,2-a]pyrido[3,2-e]pyrazin-8(6H)-yl)-2-methylpropanoic acid FC=1C=C(C=C(C1)OC)C1=CC=2N(C[C@H]3N(C2N=C1)CCN(C3)C(C(=O)O)(C)C)S(=O)(=O)C3=CC(=CC=C3)C(F)(F)F